COCCNCC(=O)OCCNCC(=O)OCCOCCOCCOCCOCCC(=O)N(CCCCCCCC)CC(COCCCCCCCC\C=C/CCCCCCCC)OCCCCCCCC\C=C/CCCCCCCC 2-[[2-[2-[2-[2-[2-[3-[2,3-bis[(Z)-octadec-9-enoxy]propyloctyl-amino]-3-oxo-propoxy]ethoxy]ethoxy]ethoxy]ethoxy]-2-oxo-ethyl]amino]ethyl 2-(2-methoxyethylamino)acetate